tert-butyl N-(4-{[6-(5-chloro-2-fluorophenyl)pyridazin-4-yl]amino}quinolin-7-yl)carbamate ClC=1C=CC(=C(C1)C1=CC(=CN=N1)NC1=CC=NC2=CC(=CC=C12)NC(OC(C)(C)C)=O)F